tert-butyl 3,3-dimethyl-4-[(trimethylsilyl) oxy]-1,2,3,6-tetrahydropyridine-1-carboxylate CC1(CN(CC=C1O[Si](C)(C)C)C(=O)OC(C)(C)C)C